C[Si]1(CCC(CC1)NC(=O)C1=C(C=2C(=CN=C(C2F)C)N1)C)C N-(1,1-dimethylsilacyclohexan-4-yl)-4-fluoro-3,5-dimethyl-1H-pyrrolo[2,3-c]pyridine-2-carboxamide